COC=1C(=NC(=NC1)C)NC1=NNC2=CC(=CC=C12)[C@@H]1C[C@@]12C(NC1=CC=C(C=C21)C(F)(F)F)=O (1r,2s)-2-{3-[(5-methoxy-2-methylpyrimidin-4-yl)amino]-1H-indazol-6-yl}-5'-(trifluoromethyl)spiro[cyclopropane-1,3'-indol]-2'(1'H)-one